ClCC1=NSC(=C1)C 3-(chloromethyl)-5-methylisothiazole